N-(3-(2'-(2-chloroacetamido)-[2,4'-bipyridin]-4-yl)-4-methylphenyl)-2-(trifluoromethyl)isonicotinamide ClCC(=O)NC1=NC=CC(=C1)C1=NC=CC(=C1)C=1C=C(C=CC1C)NC(C1=CC(=NC=C1)C(F)(F)F)=O